1-(6-(4-fluorobenzyl)-5-hydrazino-3,3-dimethyl-2,3-dihydro-1H-pyrrolo[3,2-b]pyridin-1-yl)ethan-1-one FC1=CC=C(CC=2C=C3C(=NC2NN)C(CN3C(C)=O)(C)C)C=C1